6-[5-(difluoromethoxy)-2-pyridyl]-N-[1-(4-fluorophenyl)ethyl]-2-oxo-1H-1,8-naphthyridine-3-carboxamide FC(OC=1C=CC(=NC1)C=1C=C2C=C(C(NC2=NC1)=O)C(=O)NC(C)C1=CC=C(C=C1)F)F